BrC1=CC=C2CCC(C(C2=C1)=O)F 7-bromo-2-fluoro-3,4-dihydronaphthalen-1(2H)-one